FC=1C=CC=C2C=C(NC12)C(=O)[O-] 7-fluoro-1H-indole-2-carboxylate